[N+](=O)([O-])C(CCCC(=O)OC)CCCCCCCCCCC(=O)OC dimethyl 5-nitro-hexadecanedioate